1-(4-(2-chloro-6-fluoro-3-hydroxybenzyl)-3-oxo-3,4-dihydro-2H-benzo[b][1,4]thiazin-6-yl)-3-(1H-indol-3-yl)urea ClC1=C(CN2C3=C(SCC2=O)C=CC(=C3)NC(=O)NC3=CNC2=CC=CC=C32)C(=CC=C1O)F